(E)-2-(2-(3-(3,5-bis(trifluoromethyl)phenyl)-1H-1,2,4-triazol-1-yl)-1-(Pyrimidin-5-yl)vinyl)-5-methyl-1,3,4-oxadiazole FC(C=1C=C(C=C(C1)C(F)(F)F)C1=NN(C=N1)/C=C(\C=1C=NC=NC1)/C=1OC(=NN1)C)(F)F